CC1(CCN(CC1)C1N=CC2=C(N1CC1=C(C=CC=C1)C(F)(F)F)N=CC=C2)C 2-(4,4-dimethylpiperidin-1-yl)-N-(2-(trifluoromethyl)benzyl)pyrido[2,3-d]pyrimidin